(S)-N-(7-(2-(1-amino-2-(3,5-difluorophenyl)ethyl)-7-(3-methylpyrazin-2-yl)-4-oxoquinazolin-3(4H)-yl)-4-chloro-1-methyl-1H-indazol-3-yl)methanesulfonamide N[C@@H](CC1=CC(=CC(=C1)F)F)C1=NC2=CC(=CC=C2C(N1C=1C=CC(=C2C(=NN(C12)C)NS(=O)(=O)C)Cl)=O)C1=NC=CN=C1C